CC1(CCC1)CC(=O)O 2-(1-methylcyclobutyl)acetic acid